OCC1CC(N(C(C1)C)C(=O)[O-])C 4-(hydroxymethyl)-2,6-dimethylpiperidine-1-carboxylate